[N+](=O)([O-])C1=CC=C(C=C1)C(CSCCNC(OC(C)(C)C)=O)=O tert-butyl N-(2-[[2-(4-nitrophenyl)-2-oxoethyl]sulfanyl]ethyl)carbamate